2-(((pyridine-2-ylmethyl)amino)methyl)phenol N1=C(C=CC=C1)CNCC1=C(C=CC=C1)O